N-(2-acetamido-4-((5-chloro-4-(1-methyl-1H-indol-3-yl)pyrimidin-2-yl)amino)phenyl)-2-(dimethylamino)-N-methylacetamide C(C)(=O)NC1=C(C=CC(=C1)NC1=NC=C(C(=N1)C1=CN(C2=CC=CC=C12)C)Cl)N(C(CN(C)C)=O)C